(R)-4-(2-fluorophenyl)-oxazolidine-2-one FC1=C(C=CC=C1)[C@H]1NC(OC1)=O